NC1=CC(=C(OC=2C=CC(=C(C2)NC(C(F)(F)F)=O)F)C=C1)C#N N-(5-(4-amino-2-cyanophenoxy)-2-fluorophenyl)-2,2,2-trifluoroacetamide